O1CCC(CC1)OC1=CC=C(C=N1)C=1C=C2C(=CC=NC2=CC1)NC=1C=CC2=C(N=CS2)C1 N-(6-(6-((tetrahydro-2H-pyran-4-yl)oxy)pyridin-3-yl)quinolin-4-yl)benzo[d]thiazol-5-amine